((difluoromethoxy)methyl)-2-methyl-1,2,4,7-tetrahydro-3H-pyrrolo[3',2':5,6]pyrido[3,4-b]pyrazin-3-one FC(OCN1C2=C(NC(C1C)=O)C=NC1=C2C=CN1)F